ClC=1C(C(=CC2=C(C3=CC(=C(C(=C3OC12)Cl)O)CCC(=O)O)C1=CC(=C(C=C1)N1CCOCCOCCN(CCOCC1)C1=C(C=CC=C1)OC)OC)CCC(=O)O)=O 3,3'-(4,5-dichloro-6-hydroxy-9-(3-methoxy-4-(13-(2-methoxyphenyl)-1,4,10-trioxa-7,13-diazacyclopentadecan-7-yl)phenyl)-3-oxo-3H-xanthene-2,7-diyl)dipropionic acid